CN(C1=CC2=C(C(=N1)CNC)CN(C2=O)C2=NC(=CC=C2)C=2N1C(=NN2)CC[C@H]1C)C 6-(dimethyl-amino)-4-[(methylamino)methyl]-2-{6-[(5R)-5-methyl-6,7-dihydro-5H-pyrrolo[2,1-c][1,2,4]triazol-3-yl]pyridin-2-yl}-2,3-dihydro-1H-pyrrolo[3,4-c]pyridin-1-one